ethyl 4-(3-{4-[(5-chloro-3-fluoropyridin-2-yl) oxy] phenyl} phenyl)-3-oxobutanoate ClC=1C=C(C(=NC1)OC1=CC=C(C=C1)C=1C=C(C=CC1)CC(CC(=O)OCC)=O)F